tert-butyl-(4-((5S,9R)-8-chloro-10-fluoro-5-methyl-2-(methylsulfinyl)-5,6-dihydro-4H-[1,4]oxazepino[5,6,7-de]quinazolin-9-yl)-3-cyano-7-fluorobenzo[b]thiophen-2-yl) carbamate C(N)(OC1=C(C2=C(S1)C(=CC(=C2C=2C(=C1C=3C(=NC(=NC3C2F)S(=O)C)N[C@H](CO1)C)Cl)C(C)(C)C)F)C#N)=O